(7-bromo-2,3-dihydro-1,4-benzoxazepin-4(5H)-yl)(1,4,5,6-tetrahydro-3-cyclopentapyrazolyl)-methanone BrC=1C=CC2=C(CN(CCO2)C(=O)C2=NNC3=C2CCC3)C1